OCCC1(CCC1)NC(OC(C)(C)C)=O tert-butyl N-[1-(2-hydroxyethyl)cyclobutyl]carbamate